ClC1=CC=C(C=C1)C1=C(C=CC=C1)[C@H](C1CCN(CC1)C1=CC=C(C(=O)O)C=C1)O (S)-4-(4-((4'-chloro-[1,1'-biphenyl]-2-yl)(hydroxy)methyl)piperidin-1-yl)benzoic acid